(-)-N-acetyl-L-leucine C(C)(=O)N[C@@H](CC(C)C)C(=O)O